2-bromo-1-fluoro-5-iodo-3-(trifluoromethyl)benzene BrC1=C(C=C(C=C1C(F)(F)F)I)F